3-(5-Fluoropyridin-3-yl)-2-(4-(4-methyl-4H-1,2,4-triazol-3-yl)piperidin-1-yl)benzonitrile FC=1C=C(C=NC1)C=1C(=C(C#N)C=CC1)N1CCC(CC1)C1=NN=CN1C